(R)-3-(4-(7H-pyrrolo[2,3-d]pyrimidin-4-yl)-1H-pyrazol-1-yl)-3-cyclopentylpropanenitrile phosphate P(=O)(O)(O)O.N1=CN=C(C2=C1NC=C2)C=2C=NN(C2)[C@H](CC#N)C2CCCC2